O[C@H]1CN(CC[C@H]1NC1=NC=C(C=C1)C(F)(F)F)S(=O)(=O)C1=CC=C(C=C1)C=1C=CC(=NC1)C(=O)N 5-(4-(((3S,4R)-3-Hydroxy-4-((5-(trifluoromethyl)pyridin-2-yl)amino)piperidin-1-yl)sulfonyl)phenyl)picolinamide